CC(=C)[C@H]1CC[C@]2([C@H]1CC[C@@]3([C@@H]2CC[C@H]4[C@]3([C@H](C[C@@H]5[C@@]4(CC[C@@H](C5(C)C)O)C)O)C)C)C The molecule is a hopanoid that is hop-22(29)-ene substituted by beta-hydroxy groups at positions 3 and 7. It has been isolated from Hypocrella species. It has a role as a fungal metabolite. It is a hopanoid, a diol and a pentacyclic triterpenoid.